FC1=CC=C(C=C1)C=1C=C2C=CNN(C2=C(C1)OC)[C@H](C)C=1N=NC(=CC1)C (R)-6-(4-fluorophenyl)-8-methoxy-N-(1-(6-methylpyridazin-3-yl)ethyl)cinnolin